O=CCN1NC=C(C1)C#N 2-((1s,2as,8bs,10as)-2-oxo-ethyl)-1H-pyrazole-4-carbonitrile